[2H]C([2H])([2H])C([2H])(CCC[C@@H](C)[C@H]1CC[C@@H]2[C@@]1(CC[C@H]3[C@H]2[C@@H](CC4=CC(=O)CC[C@]34C)O)C)C([2H])([2H])[2H] 7alpha-hydroxy-4-cholesten-3-one-d7